1-(di(naphthalene-2-yl)phosphoryl)-4-phenylisoquinoline-3-carboxylic acid ethyl ester C(C)OC(=O)C=1N=C(C2=CC=CC=C2C1C1=CC=CC=C1)P(=O)(C1=CC2=CC=CC=C2C=C1)C1=CC2=CC=CC=C2C=C1